CC1OS(OC1)=O 4-methyl-1,3,2-dioxathiolane 2-oxide